N-(2-bromo-4-fluorobenzyl)-2,2-diethoxyacetimidamide BrC1=C(CNC(C(OCC)OCC)=N)C=CC(=C1)F